4-amino-N-((6-bromo-3-pyridazinyl)methyl)-N-((1R)-1-(3-fluoro-2-pyridinyl)ethyl)-2,3-dihydro-1H-cyclopenta[c]quinoline-8-carboxamide NC1=NC=2C=CC(=CC2C2=C1CCC2)C(=O)N([C@H](C)C2=NC=CC=C2F)CC=2N=NC(=CC2)Br